OC=1C=C(C=CC1O)\C=C/C(=O)NCCC1=CC=C(C=C1)O (Z)-3-(3,4-dihydroxyphenyl)-N-[2-(4-hydroxyphenyl)ethyl]acrylamide